OCCCC1(CC1)S(=O)(=O)NC(OC(C)(C)C)=O tert-butyl ((1-(3-hydroxypropyl)cyclopropyl)sulfonyl)carbamate